N-(3-chloro-5-(methylsulfonyl)phenyl)-1-(5-methoxypyridin-2-yl)-1H-pyrazole-4-carboxamide ClC=1C=C(C=C(C1)S(=O)(=O)C)NC(=O)C=1C=NN(C1)C1=NC=C(C=C1)OC